C(C)OC=1C=C(C=2N(C1)N=CC2C#N)C2=NC=C(N=C2)N2CC1N(C(C2)C1)CC1=NC=C(C=C1)OC 6-ethoxy-4-(5-(6-((5-methoxypyridin-2-yl)methyl)-3,6-diazabicyclo[3.1.1]heptan-3-yl)pyrazin-2-yl)pyrazolo[1,5-a]pyridine-3-carbonitrile